ClC1=CC2=C(N(C(N=C2N2[C@H](CN(CC2)C(=O)OC(C)(C)C)C)=O)C2=C(C=CC=C2C)C(C)C)N=C1Cl (M)-(S)-tert-Butyl 4-(6,7-dichloro-1-(2-isopropyl-6-methylphenyl)-2-oxo-1,2-dihydropyrido[2,3-d]pyrimidin-4-yl)-3-methylpiperazine-1-carboxylate